C1(CC1)N1C(=NC2=C1C=C(C(=C2)F)F)C=2C(=NC(=NC2)Cl)Cl 1-cyclopropyl-2-(2,4-dichloropyrimidin-5-yl)-5,6-difluoro-1H-benzo[d]imidazole